OC(C)C1=C(C=CC(=C1)N1C[C@H]2CC[C@@H](C1)N2C)NC2=NC=C(C(=N2)NCCCN2C(COCCC2)=O)C(F)(F)F 4-(3-((2-((2-(1-hydroxyethyl)-4-((1R,5S)-8-methyl-3,8-diazabicyclo[3.2.1]octan-3-yl)phenyl)amino)-5-(trifluoromethyl)pyrimidin-4-yl)amino)propyl)-1,4-oxazepan-3-one